3-[cyclohexyl-(4,7,8-trihydroxy-2-oxochromen-3-yl)methyl]-4,7,8-trihydroxy-2H-chromen-2-one C1(CCCCC1)C(C=1C(OC2=C(C(=CC=C2C1O)O)O)=O)C=1C(OC2=C(C(=CC=C2C1O)O)O)=O